3-[1-(3-Bromophenyl)cyclopropyl]-5-(1-methyl-1H-pyrazol-5-yl)-1,2,4-oxadiazole BrC=1C=C(C=CC1)C1(CC1)C1=NOC(=N1)C1=CC=NN1C